ClC=1N=C(C2=C(N1)SC=N2)N2CC1COCC(C2)N1C(=O)OC(C)(C)C tert-butyl 7-(5-chloro[1,3]thiazolo[5,4-d]pyrimidin-7-yl)-3-oxa-7,9-diazabicyclo[3.3.1]nonane-9-carboxylate